CN1C(CCC2=CC(=C(C=C12)O)O)N=O 1-methyl-2-nitroso-1,2,3,4-tetrahydroquinoline-6,7-diol